C(C)C=1C=CC(=C(C1)C1=C(C=CC=C1)C)S(=O)(=O)N1CCC(CC1)(C(=O)OCC)F ethyl 1-((5-ethyl-2'-methyl-[1,1'-biphenyl]-2-yl)sulfonyl)-4-fluoropiperidine-4-carboxylate